O=C1N(C(C=C1)=O)CC(=O)NCCOCCOCCOCCOCCOCCOCCOCCOCCOCCOCCC(=O)OC(C)(C)C tert-butyl 3-[2-[2-[2-[2-[2-[2-[2-[2-[2-[2-[[2-(2,5-dioxopyrrol-1-yl) acetyl] amino] ethoxy] ethoxy] ethoxy]ethoxy] ethoxy] ethoxy]ethoxy]ethoxy] ethoxy] ethoxy]propanoate